1-(2-methoxy-4-propylphenyl)propan-2-amine COC1=C(C=CC(=C1)CCC)CC(C)N